ClC=1C(=CC(=C(C1)C1=NNC=C1C=1N=C2C=C(C=NC2=CC1)NC[C@H]1NCCC1)F)F |r| 6-[3-(5-chloro-2,4-difluoro-phenyl)-1H-pyrazol-4-yl]-N-[[rac-(2S)-pyrrolidin-2-yl]methyl]-1,5-naphthyridin-3-amine